6-Fluoro-9-methoxy-1,4,4-trimethyl-8-(6-methyl-1-methylsulfonyl-1H-indol-4-yl)-5H-[1,2,4]triazolo[4,3-a]quinoxaline FC1=C2NC(C=3N(C2=C(C(=C1)C1=C2C=CN(C2=CC(=C1)C)S(=O)(=O)C)OC)C(=NN3)C)(C)C